CN1[C@@H](COCC1=O)COC=1C=C(C(=O)N[C@H](C)C=2C=NC(=NC2)C(F)(F)F)C=C(C1)C=1SC(=CN1)C 3-{[(3S)-4-methyl-5-oxomorpholin-3-yl]methoxy}-5-(5-methyl-1,3-thiazol-2-yl)-N-{(1R)-1-[2-(trifluoromethyl)pyrimidin-5-yl]ethyl}benzamide